pyrazole-4-carboxylic acid (2-dichloromethylene-3-ethyl-1-methyl-indan-4-yl)-amide ClC(=C1C(C2=CC=CC(=C2C1CC)NC(=O)C=1C=NNC1)C)Cl